3-hydroxy-9-decenoic acid OC(CC(=O)O)CCCCCC=C